4-(difluoromethyl)-2-(4-(2-((dimethylamino)methyl)-1-methyl-1H-imidazol-5-yl)phenoxy)benzaldehyde FC(C1=CC(=C(C=O)C=C1)OC1=CC=C(C=C1)C1=CN=C(N1C)CN(C)C)F